3-(2-fluorophenyl)-1,4,2-dioxazol-5-one FC1=C(C=CC=C1)C1=NOC(O1)=O